2-(Ethylamino)ethyl(6-(trifluoromethoxy)benzo[d]thiazol-2-yl)carbamate C(C)NCCN(C([O-])=O)C=1SC2=C(N1)C=CC(=C2)OC(F)(F)F